FC1=CC(=C(C=C1)C=1C(=NC=CN1)CN1N=CC=C1)C(C)O 1-((3-(4-fluoro-2-(1-hydroxyethyl)phenyl)pyrazin-2-yl)methyl)-1H-pyrazole